(S)-6-(1-methyl-1H-pyrazol-4-yl)-N-(2-methyl-5-(2-(1-methylpyrrolidin-2-yl)acetamido)phenyl)pyrazolo[1,5-a]pyrazine-3-carboxamide CN1N=CC(=C1)C=1N=CC=2N(C1)N=CC2C(=O)NC2=C(C=CC(=C2)NC(C[C@H]2N(CCC2)C)=O)C